ClC1=CC(=NC(=C1C#N)C)[C@@H]1O[C@]([C@H]([C@H]1C1=C(C(=C(C=C1)F)F)OC)C)(C(F)(F)F)C 4-Chloro-6-((2R,3S,4S,5R)-3-(3,4-difluoro-2-methoxyphenyl)-4,5-dimethyl-5-(trifluoromethyl)tetrahydrofuran-2-yl)-2-methylnicotinonitrile